O1CCC(=CC1)C=1C2=C(C(=NC1)OC)N=C(S2)NC(=O)N2CC1(CC2)CCOCC1 8-Oxa-2-aza-spiro[4.5]decane-2-carboxylic acid [7-(3,6-dihydro-2H-pyran-4-yl)-4-methoxy-thiazolo[4,5-c]pyridin-2-yl]-amide